C1(CCCCC1)OC1=NC(=NC(=N1)N1N=CC=C1)NCC1CCNCC1 4-(cyclohexyloxy)-N-(piperidin-4-ylmethyl)-6-(1H-pyrazol-1-yl)-1,3,5-triazin-2-amine